3,6,6'-tris(dimethylamino)spiro[fluorene-9,3'-phthalide] CN(C=1C=CC2=C(C1)C1=CC(=CC=C1C21OC(=O)C2=CC(=CC=C12)N(C)C)N(C)C)C